(S)-3-(6-(((3R,4R)-1-(5-chloro-4-((7-fluoro-1-methyl-2-oxoindolin-5-yl)amino)pyrimidin-2-yl)-3-methylpiperidin-4-yl)amino)-1-methyl-1H-indazol-3-yl)piperidine-2,6-dione ClC=1C(=NC(=NC1)N1C[C@H]([C@@H](CC1)NC1=CC=C2C(=NN(C2=C1)C)[C@H]1C(NC(CC1)=O)=O)C)NC=1C=C2CC(N(C2=C(C1)F)C)=O